F[B-](F)(F)F.C(C)C=1OC=C[NH+]1 2-ethyl-oxazolium tetrafluoroborate